5-(m-tolyl)-1H-pyrazole-3-carboxylic acid C1(=CC(=CC=C1)C1=CC(=NN1)C(=O)O)C